FC=1C=CC(=C(C1)S(=O)(=O)Cl)[N+](=O)[O-] 5-fluoro-2-nitrobenzenesulfonyl chloride